FC1(C(CC1)CN1N=CC(=N1)C(=O)OCC)F Ethyl 2-((2,2-difluorocyclobutyl)methyl)-2H-1,2,3-triazole-4-carboxylate